[5-(4-bromophenyl)-2-methyl-1,2,4-triazol-3-yl]-4-(trifluoromethoxy)benzamide BrC1=CC=C(C=C1)C=1N=C(N(N1)C)C1=C(C(=O)N)C=CC(=C1)OC(F)(F)F